FC=1C(=C2C(=NC1C1=CC=CC=C1)C1=C(O2)C=CC=C1)C=1SC=CC1 3-fluoro-2-phenyl-4-(2-thienyl)benzofuro[3,2-b]Pyridine